3-((2-amino-6-chloro-7-fluoro-1-(1-isopropyl-1H-pyrazol-4-yl)-1H-indol-3-yl)thio)-2-fluorobenzoic acid NC=1N(C2=C(C(=CC=C2C1SC=1C(=C(C(=O)O)C=CC1)F)Cl)F)C=1C=NN(C1)C(C)C